ethyl 2-(4-chlorophenyl)-4,4,4-trifluoro-3-methylbut-2-enoate ClC1=CC=C(C=C1)C(C(=O)OCC)=C(C(F)(F)F)C